N-((1R,4r)-4-(2-(((R)-2-(3-Fluorophenyl)-2-hydroxyethyl)amino)-2-methyl-propyl)cyclohexyl)acetamide FC=1C=C(C=CC1)[C@H](CNC(CC1CCC(CC1)NC(C)=O)(C)C)O